N1(C=NC=C1)CC1=CC=2C(=NC(=CC2)Cl)N1C ((1H-imidazol-1-yl)methyl)-6-chloro-1-methyl-1H-pyrrolo[2,3-b]pyridine